N-(ortho-methylphenyl)fumaric acid amide CC1=C(C=CC=C1)NC(\C=C\C(=O)O)=O